C(#N)C1=CC=C(CN(C(=O)C2=CC3=C(S2)C(=CC=C3OC)C3=CN(C(C=C3)=O)C)CCC(=O)NC)C=C1 N-(4-cyanobenzyl)-4-methoxy-7-(1-methyl-6-oxo-1,6-dihydropyridin-3-yl)-N-(3-(methylamino)-3-oxopropyl)benzo[b]thiophene-2-carboxamide